CC1=CC=C(C=C)C=C1 Para-methyl-Styrol